N-(1-(2-(methylsulfonyl)ethyl)-6-morpholino-1H-indazol-5-yl)-3-nitrobenzamide CS(=O)(=O)CCN1N=CC2=CC(=C(C=C12)N1CCOCC1)NC(C1=CC(=CC=C1)[N+](=O)[O-])=O